N1(C=CC=C1)CC1=CC=C(C=C1)O 4-((1H-pyrrol-1-yl)methyl)phenol